The molecule is 1H-Pyrrole substituted at C-2 and -5 by methyl groups, at C-3 by methoxycarbonyl and at C-4 by a 2-benzylbenzoyl group. It has a role as a calcium channel agonist. It is a member of pyrroles and a carboxylic ester. CC1=C(C(=C(N1)C)C(=O)OC)C(=O)C2=CC=CC=C2CC3=CC=CC=C3